FC(C=1C=C(C=C(C1)C(F)(F)F)C=1NC(=CC1)C1=CC(=CC(=C1)C(F)(F)F)C(F)(F)F)(F)F 2,5-bis(3,5-bis(trifluoromethyl)phenyl)-1H-pyrrole